6-(3,5-dimethylpyrazol-1-yl)-2-[1-(2,4-dimethyl-1,3-thiazole-5-carbonyl)piperidin-4-yl]pyridazin-3-one CC1=NN(C(=C1)C)C=1C=CC(N(N1)C1CCN(CC1)C(=O)C1=C(N=C(S1)C)C)=O